C(C1=CC=CC=C1)NP(=O)(N)N benzyl-phosphoramide